(diethylphosphoryloxy)-1,2,3-benzotriazin-4(3H)-one C(C)P(=O)(CC)ON1N=NC2=C(C1=O)C=CC=C2